tert-butyl 3-(5-((1S,5R)-3-(8-cyanoquinolin-5-yl)-5-(trifluoromethyl)-3-azabicyclo[3.1.0]hexan-1-yl)-1,3,4-oxadiazol-2-yl)-5-fluoropiperidine-1-carboxylate C(#N)C=1C=CC(=C2C=CC=NC12)N1C[C@@]2(C[C@@]2(C1)C(F)(F)F)C1=NN=C(O1)C1CN(CC(C1)F)C(=O)OC(C)(C)C